FC(C1(CC1)COC1=CC=CC=N1)(F)F 6-((1-(trifluoromethyl)cyclopropyl)methoxy)pyridin